COC1=CC=C(C=C1)CN1N=C(C2=CC=CC=C12)N 1-[(4-methoxyphenyl)methyl]indazol-3-amine